FC1(O[C@H](CN(C1)C=1N=C(C=2N=C(N(C(C2N1)=O)C)C)C1=C(C=C(C=C1)F)F)C1=CC(=NC=C1)C)F (S)-6-(2,2-difluoro-6-(2-methylpyridin-4-yl)morpholino)-8-(2,4-difluorophenyl)-2,3-dimethylpyrimidino[5,4-d]pyrimidin-4(3H)-one